C1(CCCCCCCCCC\C=C\CCO1)=O trans-12-pentadecen-1,15-olide